[C@H]12CN(C[C@H](CC1)N2)C=2C1=C(N=C(N2)OCC2CCN(CC2)CO)C(=C(N=C1)C1=CC(=CC2=CC=C(C(=C12)C#C)F)O)F (4-(((4-((1R,5S)-3,8-diazabicyclo[3.2.1]octan-3-yl)-7-(8-Ethynyl-7-fluoro-3-hydroxynaphthalen-1-yl)-8-fluoropyrido[4,3-d]pyrimidin-2-yl)oxy)methyl)piperidin-1-yl)methanol